C(C)C1=C(C=CC=C1)C1=NC(=CC=C1C=1C=C(C=CC1)O)F 3-(2-(2-ethylphenyl)-6-fluoropyridin-3-yl)phenol